C(=O)C1=CC=C(S1)C=1C=C(C=CC1)[C@@H](C)NC(=O)C=1C=C(C=CC1C)NC1CN(C1)C(=O)OC(C)(C)C tert-butyl (R)-3-((3-((1-(3-(5-formylthiophen-2-yl) phenyl)ethyl)carbamoyl)-4-methylphenyl)amino)azetidine-1-carboxylate